7-((((2R,3S)-4-acryloyl-3-ethylmorpholin-2-yl)methyl)amino)-3H-imidazo[4,5-b]pyridine C(C=C)(=O)N1[C@H]([C@H](OCC1)CNC1=C2C(=NC=C1)NC=N2)CC